BrC1=CC=C(S1)C1=C(C(=C(C2=NSN=C21)C=2SC(=CC2)Br)[N+](=O)[O-])[N+](=O)[O-] 4,7-bis(5-bromothiophen-2-yl)-5,6-dinitro-2,1,3-benzothiadiazole